Cl.Cl.FC1=C(C#N)C=CC(=C1)N1CCNCC1 2-fluoro-4-(piperazin-1-yl)benzonitrile 2HCl